ClC1=C(C=CC=C1)C1N=CC2=C(NC1=N)SC(=C2)C(C)C (2-chlorophenyl)-7-isopropyl-3H-thieno[2,3-e][1,4]diazepine-2-imine